[C@@H]1([C@H](O)[C@H](O)[C@@H](C(O)C(=O)[O-])O1)N1C=NC=2C(O)=NC=NC12.[Na+].[Na+].[C@@H]1([C@H](O)[C@H](O)[C@@H](C(O)C(=O)[O-])O1)N1C=NC=2C(O)=NC=NC12 Disodium 5'-inosinate